4-(isopropylamino)-N-(2-methoxyethyl)-2-(thiazol-5-yl)thieno[2,3-b]pyridine-5-carboxamide C(C)(C)NC1=C2C(=NC=C1C(=O)NCCOC)SC(=C2)C2=CN=CS2